2-chloronaphtho[1,8-de][1,3,2]dioxaphosphorinane ClP1OC=2C3=C(O1)C=CC=C3C=CC2